7-chloro-4-hydroxy-1-phenyl-1,8-naphthyridine-2(1H)-one ClC1=CC=C2C(=CC(N(C2=N1)C1=CC=CC=C1)=O)O